C(C)OC(=O)C1=C[C@H]([C@@H](CC1)C(=C)C)C1=C(C=C(C=C1O)CCCCC)O (3R-trans)-3-(2,6-dihydroxy-4-pentylphenyl)-4-(1-methylethenyl)-1-cyclohexene-1-carboxylic acid ethyl ester